3-(3-(trifluoromethyl)phenoxy)quinoline-4-carboxylic acid FC(C=1C=C(OC=2C=NC3=CC=CC=C3C2C(=O)O)C=CC1)(F)F